C1OCC2=C(C=CC=C12)N1N=CC=2C1=NC=NC2O 1-(1,3-dihydroisobenzofuran-4-yl)pyrazolo[3,4-d]pyrimidin-4-ol